Titanium bis-(triethanolamine) diisopropoxide CC([O-])C.CC([O-])C.N(CCO)(CCO)CCO.N(CCO)(CCO)CCO.[Ti+2]